BrC=1C(=NC(=NC1)NC1=CC=C2C=NN(C2=C1)CCO)NC1=C(C=CC=C1)CS(=O)(=O)N (2-((5-bromo-2-((1-(2-hydroxyethyl)-1H-indazol-6-yl)amino)pyrimidine-4-yl)amino)phenyl)methylsulfonamide